N-[4-(3-cyanophenyl)-5-(3-fluoro-2,6-dimethyl-4-pyridinyl)thiazol-2-yl]-1-oxo-1,4-thiazine-4-carboxamide C(#N)C=1C=C(C=CC1)C=1N=C(SC1C1=C(C(=NC(=C1)C)C)F)NC(=O)N1C=CS(C=C1)=O